FC=1C=C(C=CC1O)C(C)(C)C1=CC=C(C=C1)C(C)(C1=CC=C(C=C1)O)C1=CC=C(C=C1)O 4,4'-[1-{4-[1-(3-Fluoro-4-hydroxyphenyl)-1-methylethyl]phenyl}ethylidene]bisphenol